(R)-N-(6-(6-(1-(trifluoromethyl)cyclopropyl)imidazo[1,2-a]pyrazin-3-yl)pyridin-2-yl)-5-azaspiro[2.4]heptan-7-amine FC(C1(CC1)C=1N=CC=2N(C1)C(=CN2)C2=CC=CC(=N2)N[C@H]2CNCC21CC1)(F)F